3-(isoquinolin-4-yl)-2-oxo-1-(5-(trifluoromethyl)pyrazin-2-yl)imidazolidine-4-carbonitrile C1=NC=C(C2=CC=CC=C12)N1C(N(CC1C#N)C1=NC=C(N=C1)C(F)(F)F)=O